C(C1=CC=CC=C1)OC=1C=C(C=CC1)[C@H](CP(OCC)(OCC)=O)C diethyl (R)-(2-(3-(benzyloxy)phenyl)propyl)phosphonate